4-(ethylamino)-1H-pyrrolo[2,3-b]pyridine-5-carbaldehyde C(C)NC1=C2C(=NC=C1C=O)NC=C2